COC(C1=C(C(=C(C(=C1)C1=CC2=C(C=CO2)C=C1)F)NC(=O)C1=CN(C2=CC=C(C=C12)OC)C(C)=O)C)=O Methyl-3-(1-acetyl-5-methoxy-1H-indole-3-carboxamido)-5-(benzofuran-6-yl)-4-fluorobenzoic acid methyl ester